NC1CC2CCC(C1)N2C=2N(C(C1=C(N2)NC=C1C1=C(C2=C(N=C(S2)C)C=C1)Cl)=O)C 2-(endo-3-amino-8-azabicyclo[3.2.1]octan-8-yl)-5-(7-chloro-2-methylbenzo[d]thiazol-6-yl)-3-methyl-3,7-dihydro-4H-pyrrolo[2,3-d]pyrimidin-4-one